2-heptene-1,7-diol C(C=CCCCCO)O